C(CCCCCNCCCCCCN)N 7-azatridecane-1,13-diamine